NC=1C=2N(C=CN1)C(=NC2C2=CC=C1C=CC(=NC1=C2)C2=CC=CC=C2)C2CC(C2)(O)C 3-[8-amino-1-(2-phenylquinolin-7-yl)imidazo[1,5-a]pyrazin-3-yl]-1-methylcyclobutan-1-ol